5-(5-(3,3-difluoro-azetidine-1-carbonyl)pyridin-2-yl)-7-(trifluoro-methyl)benzofuran FC1(CN(C1)C(=O)C=1C=CC(=NC1)C=1C=C(C2=C(C=CO2)C1)C(F)(F)F)F